ClC1=CC2=C(N=N1)N(C=C2)CC2CCN(CC2)C(=O)OC(C)(C)C tert-butyl 4-({3-chloro-7H-pyrrolo[2,3-c]pyridazin-7-yl}methyl)piperidine-1-carboxylate